(2S,4R)-1-((S)-2-(7-aminoheptanoylamino)-3,3-dimethylbutyryl)-4-hydroxy-N-((S)-1-(4-(4-methylthiazol-5-yl)phenyl)ethyl)pyrrolidine-2-carboxamide NCCCCCCC(=O)N[C@H](C(=O)N1[C@@H](C[C@H](C1)O)C(=O)N[C@@H](C)C1=CC=C(C=C1)C1=C(N=CS1)C)C(C)(C)C